3,5-dimethyl-p-vinylbenzaldehyde CC=1C=C(C=O)C=C(C1C=C)C